NC1=CC(=CNC1=O)[C@H]1CN(CCC1(F)F)[C@H](C(=O)NC1=NC=C(C=C1)Cl)C (S)-2-((S)-3-(5-amino-6-oxo-1,6-dihydropyridin-3-yl)-4,4-difluoropiperidin-1-yl)-N-(5-chloropyridin-2-yl)propionamide